Tert-butyl 3-(5-fluoro-3-methyl-1H-indol-1-yl)pyrrolidine-1-carboxylate FC=1C=C2C(=CN(C2=CC1)C1CN(CC1)C(=O)OC(C)(C)C)C